P(=O)([O-])([O-])[O-].S(=O)(=O)([O-])O.[Fe+3].[Na+] sodium ferric sulfate phosphate